5-(8-((1S,2S)-2-(8-(trifluoromethyl)quinolin-3-yl)cyclopropyl)imidazo[1,2-b]pyridazin-6-yl)pyrimidine-2,4(1H,3H)-dione FC(C=1C=CC=C2C=C(C=NC12)[C@@H]1[C@H](C1)C=1C=2N(N=C(C1)C=1C(NC(NC1)=O)=O)C=CN2)(F)F